oxo-thiochromen-2,8-dicarboxylic acid O=S1C(C=CC2=CC=CC(=C12)C(=O)O)C(=O)O